ClC1=NC=C2C(=N1)N(N=C2NC=2C(=NC=C(C2)[N+](=O)[O-])C)C 6-chloro-1-methyl-N-(2-methyl-5-nitropyridin-3-yl)-1H-pyrazolo[3,4-d]pyrimidin-3-amine